5'-(4-aminopiperidin-1-yl)-3-fluoro-3''-hydroxy-3',4''-dimethoxy-[1,1':2',1''-terphenyl]-4-carbonitrile trifluoroacetate FC(C(=O)O)(F)F.NC1CCN(CC1)C1=CC(=C(C(=C1)C1=CC(=C(C=C1)C#N)F)C1=CC(=C(C=C1)OC)O)OC